3-(((tert-butyldimethylsilyl)oxy)methyl)-7-chloro-2,6-naphthyridin-1-ol [Si](C)(C)(C(C)(C)C)OCC=1N=C(C2=CC(=NC=C2C1)Cl)O